FC(C(=O)N1CC2(C1)CCN(CC2)C2=NC(=NC1=C(C(=C(C=C21)C=C)C2=C1C=NNC1=CC=C2C)OCC(F)(F)F)C2CCN(CC2)C)=C 2-Fluoro-1-(7-(7-(5-methyl-1H-indazol-4-yl)-2-(1-methylpiperidin-4-yl)-8-(2,2,2-trifluoroethoxy)-6-vinylquinazolin-4-yl)-2,7-diazaspiro[3.5]nonan-2-yl)propan-2-en-1-one